2-[1-[3,6-dimethyl-2-(1-methyl-4-piperidyl)-4-oxo-quinazolin-8-yl]ethylamino]benzoic acid CN1C(=NC2=C(C=C(C=C2C1=O)C)C(C)NC1=C(C(=O)O)C=CC=C1)C1CCN(CC1)C